methyl 5-(5-(2-chloro-4-((5-cyclopropyl-3-(2-(difluoromethoxy) phenyl) isoxazol-4-yl) methoxy) phenyl)-4,5-dihydroisoxazol-3-yl)-1-isopropyl-1H-pyrazole-3-carboxylate ClC1=C(C=CC(=C1)OCC=1C(=NOC1C1CC1)C1=C(C=CC=C1)OC(F)F)C1CC(=NO1)C1=CC(=NN1C(C)C)C(=O)OC